C(C=C)(=O)N1CCN(CC1)C1(CCOCC1)C1=CC=C(C=C1)[C@H](C)NC=1N=CC2=C(N1)N(C(C=C2)=O)C(C([2H])([2H])[2H])(C([2H])([2H])[2H])[2H] 2-{[(1S)-1-{4-[4-(4-acryloylpiperazin-1-yl)tetrahydro-2H-pyran-4-yl]phenyl}ethyl]amino}-8-[(2H7)propan-2-yl]pyrido[2,3-d]pyrimidin-7(8H)-one